2-(4,6-bis(4-methoxystyryl)pyrimidin-2-oxy)ethylguanidinium trifluoroacetate FC(C(=O)[O-])(F)F.COC1=CC=C(C=CC2=NC(=NC(=C2)C=CC2=CC=C(C=C2)OC)OCCNC(=[NH2+])N)C=C1